Cl.CN1C(CNCC1)C(F)(F)F 1-methyl-2-(trifluoromethyl)piperazine hydrochloride